1-methyl-3-((5-(pyrazolo[1,5-a]pyridin-5-yl)-7H-pyrrolo[2,3-d]pyrimidin-2-yl)amino)cyclobutan-1-ol CC1(CC(C1)NC=1N=CC2=C(N1)NC=C2C2=CC=1N(C=C2)N=CC1)O